N1C(NCC2=NC=CN=C12)=O dihydropteridin-2(1H)-one